ClC1=NC2=CC(=CC=C2C(=N1)NC=1N=CN(C1)C1=CC(=C(C(=C1)OC)OC)OC)C#N 2-chloro-4-((1-(3,4,5-trimethoxyphenyl)-1H-imidazol-4-yl)amino)quinazolin-7-carbonitrile